N-((1S)-1-{[((1S)-3-hydroxy-2-oxo-1-{[(3S)-2-oxopyrrolidin-3-yl]methyl}propyl)amino]carbonyl}-3-methylbutyl)-4-methoxy-1H-indole OCC([C@H](C[C@H]1C(NCC1)=O)NC(=O)[C@H](CC(C)C)N1C=CC2=C(C=CC=C12)OC)=O